COC1=CC=CC2=C1N3C[C@@]45C[C@H]6[C@]3([C@]27CCN8[C@H]7[C@@]9(C6)CCO[C@H]9CC8)O[C@H]4N1CC[C@@]23[C@@H]1[C@@]1([C@H]5OCC1)CC(=C2NC1=CC=CC=C31)C(=O)OC The molecule is a polycyclic indole alkaloid that is obtained from the root bark of Voacanga africana. It has a role as a plant metabolite. It is an indole alkaloid, an organic heteropolycyclic compound, an aromatic ether, a spiro compound, a bridged compound and a methyl ester.